Ethyl (R)-4-((1-(3-amino-5-(trifluoromethyl)phenyl)ethyl)amino)-7-methoxy-6-(2-methoxyethoxy)quinazoline-2-carboxylate NC=1C=C(C=C(C1)C(F)(F)F)[C@@H](C)NC1=NC(=NC2=CC(=C(C=C12)OCCOC)OC)C(=O)OCC